((1s,4s)-4-fluorocyclohexyl)-4-hydroxy-2-oxo-1-(2-oxoethyl)-1,8-naphthyridine-3-carboxamide FC1CCC(CC1)C1=C2C(=C(C(N(C2=NC=C1)CC=O)=O)C(=O)N)O